6-monobromo-5,8-dioxo-2,3,5,8-tetrahydro-1H-pyrazolo[1,2-a]pyridazine-2-carboxylic acid BrC=1C(N2N(C(C1)=O)CC(C2)C(=O)O)=O